[3-(4-AMINOCINNOLIN-7-YL)-4-[4-(METHOXYCARBONYL)-1H-IMIDAZOL-1-YL]PHENYL]BORONIC ACID NC1=CN=NC2=CC(=CC=C12)C=1C=C(C=CC1N1C=NC(=C1)C(=O)OC)B(O)O